COCCOC=1C(=NC=CC1)C=1C2=C(C(=NC1C1=NN3C([C@H](N(C[C@@H]3C)C(=O)OC(C)(C)C)C)=C1)OS(=O)(=O)C(F)(F)F)C=CS2 tert-butyl (4R,7S)-2-[7-[3-(2-methoxyethoxy)-2-pyridyl]-4-(trifluoromethylsulfonyloxy) thieno[3,2-c]pyridin-6-yl]-4,7-dimethyl-6,7-dihydro-4H-pyrazolo[1,5-a]pyrazine-5-carboxylate